bis(2-ethylhexyl) (1R,2R,3S,4S)-bicyclo[2.2.1]hept-5-ene-2,3-dicarboxylate [C@H]12[C@H]([C@H]([C@H](C=C1)C2)C(=O)OCC(CCCC)CC)C(=O)OCC(CCCC)CC